OC(CCC(O)(C[N+](C)(C)C)CC([O-])=O)(C)O gamma-hydroxy-3-hydroxy-butyl-carnitine